C(C1=CC=CC=C1)OC=1C(=NN(C1)CCCNC(OC(C)(C)C)=O)C tert-butyl {3-[4-(benzyloxy)-3-methyl-1H-pyrazol-1-yl]propyl}carbamate